C(C=C)N1N(C2=NC(=NC=C2C1=O)NC1CCN(CC1)C(=O)C=1C=C(C=CC1F)CN1C(NC(C2=C(C=CC=C12)F)=O)=O)C1=NC(=CC=C1)C(C)(C)O 1-[[3-[4-[[2-allyl-1-[6-(1-hydroxy-1-methyl-ethyl)-2-pyridyl]-3-oxo-pyrazolo[3,4-d]pyrimidin-6-yl]amino]piperidine-1-carbonyl]-4-fluoro-phenyl]methyl]-5-fluoro-quinazoline-2,4-dione